6-(4-carboxyphenyl)nicotinic acid C(=O)(O)C1=CC=C(C=C1)C1=NC=C(C(=O)O)C=C1